The molecule is a member of the class of mastopyrans that is a 14-amino acid polypeptide comprising leucyl, lysyl, leucyl, lysyl, seryl, isoleucyl, valyl, seryl, tryptophyl, alanyl, lysyl, lysyl, valyl, and leucinamide residues coupled in sequence. It is the major active component of the venom of the hornet Vespa basalis and causes degranulation of mast cells. It exhibits antimicrobial activity against both Gram-positive and -negative bacteria as well as haemolytic activity on chicken, human and sheep erythrocytes. It has a role as an antibacterial agent. It is a member of mastoparans and a peptidyl amide. CC[C@H](C)[C@@H](C(=O)N[C@@H](C(C)C)C(=O)N[C@@H](CO)C(=O)N[C@@H](CC1=CNC2=CC=CC=C21)C(=O)N[C@@H](C)C(=O)N[C@@H](CCCCN)C(=O)N[C@@H](CCCCN)C(=O)N[C@@H](C(C)C)C(=O)N[C@@H](CC(C)C)C(=O)N)NC(=O)[C@H](CO)NC(=O)[C@H](CCCCN)NC(=O)[C@H](CC(C)C)NC(=O)[C@H](CCCCN)NC(=O)[C@H](CC(C)C)N